2,2',2''-(10-((2R,3S)-1,3,4-trihydroxybutan-2-yl)-1,4,7,10-tetraazacyclododecan-1,4,7-triyl)triacetat OC[C@H]([C@@H](CO)O)N1CCN(CCN(CCN(CC1)CC(=O)[O-])CC(=O)[O-])CC(=O)[O-]